FC(OC1=C(C=C(C=C1)SC)C1=NN(C=C1NC(=O)C=1C=NN2C1N=CC=C2)CC(=O)N2CCC(CC2)N2CC=1N(CC2)C=CN1)F N-[3-[2-(difluoromethoxy)-5-methylsulfanyl-phenyl]-1-[2-[4-(6,8-dihydro-5H-imidazo[1,2-a]pyrazin-7-yl)-1-piperidyl]-2-oxo-ethyl]pyrazol-4-yl]pyrazolo[1,5-a]pyrimidine-3-carboxamide